C(C)S(=O)(=O)N1C=CC2=C(C=CC=C12)C1=C(C=C2NC(C=3N(C2=C1C(F)(F)F)C(=NN3)C)(C)C)F 8-[1-(Ethylsulfonyl)-1H-indol-4-yl]-7-fluoro-1,4,4-trimethyl-9-(trifluoromethyl)-5H-[1,2,4]triazolo[4,3-a]quinoxaline